C(C)(C)NC(N(C1=NC2=CC(=CC=C2N=C1)C=1C=NC(=CC1)OC1CCOCC1)C)=O 3-isopropyl-1-methyl-1-(7-(6-((tetrahydro-2H-pyran-4-yl)oxy)pyridin-3-yl)-quinoxalin-2-yl)urea